tert-butyl 6-(2,6-dioxopiperidin-3-yl)-3,4-dihydroquinoline-1(2H)-carboxylate O=C1NC(CCC1C=1C=C2CCCN(C2=CC1)C(=O)OC(C)(C)C)=O